C(CCC)C1=CC(=C(C=O)C=C1)C 4-n-butyl-2-methylbenzaldehyde